(S)-N5-cyclopropyl-3-(1-(2-fluorophenyl)ethoxy)-N2-methyl-1H-pyrrole-2,5-dicarboxamide C1(CC1)NC(=O)C1=CC(=C(N1)C(=O)NC)O[C@@H](C)C1=C(C=CC=C1)F